2,3-dihydroxy-1-methylnaphthalene OC1=C(C2=CC=CC=C2C=C1O)C